methyl-cobalt butyl-phosphate C(CCC)OP(=O)([O-])[O-].C[Co+2]